5-(Ethyl 2,4-dichlorobenzyl)-2-isoxazoline-3-carboxylate C(C)C(C1=C(C=C(C=C1)Cl)Cl)C1CC(=NO1)C(=O)[O-]